ClC1=C(C=CC(=C1)C)C1=CC2=C(N(S(NC2=O)(=O)=O)CCC2=CC=CC=C2)C=C1 6-(2-chloro-4-methylphenyl)-1-phenethyl-1H-benzo[c][1,2,6]thiadiazin-4(3H)-one 2,2-dioxide